C=1C=NN2C=NC=3C=CC=CC3C21 pyrazolo[1,5-c]quinazolin